6-[8-[(5-Amino-4,7-difluoro-indan-2-yl)methyl]-2-oxo-1-oxa-3,8-diazaspiro[4.5]decan-3-yl]-4H-pyrazino[2,3-b][1,4]oxazin-3-one NC=1C(=C2CC(CC2=C(C1)F)CN1CCC2(CN(C(O2)=O)C2=NC3=C(OCC(N3)=O)N=C2)CC1)F